C(C1=CC=CC=C1)N1[C@@H]([C@H](OCC1=O)C)C(=O)O (2R,3S)-4-benzyl-2-methyl-5-oxomorpholine-3-carboxylic acid